COCCOC1=CC=2N(C=C1)C(=CN2)C(=O)N2CC1=C(CC2)C(=CS1)C(=O)NC1=CC(=CC=C1)C(F)(F)F 6-(7-(2-methoxyethoxy)imidazo[1,2-a]pyridine-3-carbonyl)-N-(3-(trifluoromethyl)phenyl)-4,5,6,7-tetrahydrothieno[2,3-c]pyridine-3-carboxamide